tert-Butyl 3-(4-acetyl-7-(thiazol-2-yl)benzo[d]oxazol-2-yl)-3,8-diazabicyclo[3.2.1]octane-8-carboxylate C(C)(=O)C1=CC=C(C2=C1N=C(O2)N2CC1CCC(C2)N1C(=O)OC(C)(C)C)C=1SC=CN1